2-(trimethylsilyl)ethyl 2-(3-bromophenyl)-8-((tert-butyldimethylsilyl)oxy)-2,7,7-trimethyloctanoate BrC=1C=C(C=CC1)C(C(=O)OCC[Si](C)(C)C)(CCCCC(CO[Si](C)(C)C(C)(C)C)(C)C)C